deoxythymidine-phosphoramidite P(O)(N)OC[C@@H]1[C@H](C[C@@H](O1)N1C(=O)NC(=O)C(C)=C1)O